C(C)OC(CC1=C(C(=CC=C1)N(C)CC(=O)C=1C=C(C2=C(C=C(O2)C)C1)I)OCOC)=O 2-(3-((2-(7-Iodo-2-methylbenzofuran-5-yl)-2-oxoethyl)(methyl)amino)-2-(methoxymethoxy)phenyl)acetic acid ethyl ester